dimethyl-1,6-diaminohexane CC(CCCCCN)(N)C